8-fluoro-3-(1-fluoroethyl)-7-(hydroxymethyl)-1H-quinoxalin-2-one FC=1C(=CC=C2N=C(C(NC12)=O)C(C)F)CO